C(C)(C)(C)[Si](OCCCCCCCCC=O)(C)C 9-[(tert-butyl)bis(methyl)siloxy]nonanal